ClC1=C(C2=CC=CC=C2C=C1)C1=C(C=2N=C(N=C(C2C=N1)N1C[C@H]2CC[C@@H](C1)N2C(=O)OC(C)(C)C)OCC21CCCN1CCC2)F tert-butyl (1R,5S)-3-(7-(2-chloronaphthalen-1-yl)-8-fluoro-2-((tetrahydro-1H-pyrrolizin-7a(5H)-yl)methoxy)pyrido[4,3-d]pyrimidin-4-yl)-3,8-diazabicyclo[3.2.1]octane-8-carboxylate